BrC1=C(C=C2C(=NN(C2=C1)C)NCCC(=O)O)F 3-[(6-bromo-5-fluoro-1-methyl-indazol-3-yl)amino]propanoic acid